tert-butyl (2R,4S)-2-(2-((S)-5-(6-bromo-3-nitroquinolin-4-ylamino) pent-2-yloxy)-5-fluoropyridin-3-yl)-4-fluoropyrrolidine-1-carboxylate BrC=1C=C2C(=C(C=NC2=CC1)[N+](=O)[O-])NCCC[C@H](C)OC1=NC=C(C=C1[C@@H]1N(C[C@H](C1)F)C(=O)OC(C)(C)C)F